3-((4-isopropoxy-4-oxobutyl)amino)benzo[e][1,2,4]Triazine-1-oxide C(C)(C)OC(CCCNC=1N=[N+](C2=C(N1)C=CC=C2)[O-])=O